C(C1=CC=CC=C1)OCC1=NN(C(N1CC)=O)C=1C=C2C(=CC(=NC2=CC1F)C1=C(C=CC=C1)C)C(=C)C 3-((benzyloxy)methyl)-4-ethyl-1-(7-fluoro-4-(prop-1-en-2-yl)-2-(o-tolyl)quinolin-6-yl)-1H-1,2,4-triazol-5(4H)-one